N1([C@@H](CCC1)C(=O)OC)C(=O)OC(C)(C)C 1-tert-butyl 2-methyl (2S)-pyrrolidine-1,2-dicarboxylate